C1(=CC=CC2=CC=CC=C12)OP(=O)(N[C@@H](C)C(=O)OC(C)C)Cl (1-naphthoxy)(((1S)-1-isopropoxycarbonylethyl)amino)phosphinoyl chloride